ClC=1C=C(C=CC1F)NC(N(CC=1C=NC=CC1)C(C)C1=CNC(C2=CC=CC=C12)=O)=O 3-(3-Chloro-4-fluorophenyl)-1-(1-(1-oxo-1,2-dihydroisoquinolin-4-yl)ethyl)-1-(pyridin-3-ylmethyl)urea